COC=1C=C(CC(C(=O)N)C2=CC=CC=C2)C=CC1OC 3,4-dimethoxy-alpha-phenylhydrocinnamamide